Benzyl (1S,5S)-8-chloro-1,5-dihydro-2H-1,5-methanobenzo[c]azepine-2-carboxylate ClC=1C=CC2=C([C@H]3N(C=C[C@@H]2C3)C(=O)OCC3=CC=CC=C3)C1